2-(4-(1H-imidazol-1-yl)phenyl)-5-methyl-4-((4-(4-(trifluoromethoxy)phenoxy)piperidin-1-yl)methyl)oxazole N1(C=NC=C1)C1=CC=C(C=C1)C=1OC(=C(N1)CN1CCC(CC1)OC1=CC=C(C=C1)OC(F)(F)F)C